OCC1=CN=C(S1)C(=O)C1=CC=CC=C1 (5-(hydroxymethyl)thiazol-2-yl)(phenyl)methanone